N,N-dimethylpentane-1,5-diamine CN(CCCCCN)C